N-((R)-1-(2-fluoro-3-(trifluoromethyl)phenyl)ethyl)-7-methoxy-2-methyl-6-(((S)-1-(methylsulfonyl)pyrrolidin-2-yl)methoxy)quinazolin-4-amine FC1=C(C=CC=C1C(F)(F)F)[C@@H](C)NC1=NC(=NC2=CC(=C(C=C12)OC[C@H]1N(CCC1)S(=O)(=O)C)OC)C